C(C)(=O)OC1CC2C3C=CCC3C1C2 3a,4,5,6,7,7a-hexahydro-1-4,7-methanoinden-6-yl acetate